benzyl N-[2-tert-butyl-5-[(1S,3R)-3-hydroxycyclopentyl]pyrazol-3-yl]carbamate C(C)(C)(C)N1N=C(C=C1NC(OCC1=CC=CC=C1)=O)[C@@H]1C[C@@H](CC1)O